C(C)(C)(C)CC(CCC(C)(OOC(C)(C)C)C)(OOC(C)(C)C)C t-butyl-2,5-dimethyl-2,5-di(t-butylperoxy)hexane